methyl 6-(2-allyl-4,4-dimethyl-pyrrolidin-1-yl)-3-[bis(tert-butoxycarbonyl)amino]-5-(trifluoromethyl)pyridine-2-carboxylate C(C=C)C1N(CC(C1)(C)C)C1=C(C=C(C(=N1)C(=O)OC)N(C(=O)OC(C)(C)C)C(=O)OC(C)(C)C)C(F)(F)F